FC(OC1=NC=CC(=C1F)CNC(=O)NC1CC(C1)C(F)(F)F)F 1-[[2-(difluoro-methoxy)-3-fluoropyridin-4-yl]methyl]-3-[(1r,3r)-3-(trifluoromethyl)cyclobutyl]urea